(4Z)-2-(Cycloheptylamino)-4-(quinoxalin-6-ylmethylene)-1H-imidazol-5-one C1(CCCCCC1)NC=1NC(/C(/N1)=C/C=1C=C2N=CC=NC2=CC1)=O